4-((S)-4-acryloyl-3-(cyanomethyl)piperazin-1-yl)-6-chloro-7-(8-chloro-7-fluoronaphthalen-1-yl)-2-((tetrahydro-1H-pyrrolizin-7a(5H)-yl)methoxy)-4a,8a-dihydroquinoline-3-acetonitrile C(C=C)(=O)N1[C@H](CN(CC1)C1=C(C(=NC2C=C(C(=CC12)Cl)C1=CC=CC2=CC=C(C(=C12)Cl)F)OCC12CCCN2CCC1)CC#N)CC#N